BrC=1C=NN(C1)C1=CC=C(C#N)C=C1 4-(4-bromo-1H-pyrazol-1-yl)benzonitrile